[K+].S(=O)(=O)([O-])C(C(=O)OCCCCCCCC)CC(=O)OCCCCCCCC di-octyl sulfosuccinate potassium salt